C1(=CC=CC=C1)[Au] phenyl-gold